C(=O)C1=CC(=C(N1)C(=O)NC)O[C@@H](C)C1=CC=CC=C1 (S)-5-formyl-N-methyl-3-(1-phenylethoxy)-1H-pyrrole-2-carboxamide